N-(2-aminoethyl)-N-(2-(5-methyl-2,4-dioxo-3,4-dihydropyrimidin-1(2H)-yl)acetyl)glycine NCCN(CC(=O)O)C(CN1C(NC(C(=C1)C)=O)=O)=O